5-hydroxyl-methyl-3-trifluoromethyl-1H-pyrazole OC1=CC(=NN1C)C(F)(F)F